FC1(CCN(CC1)CC1=CC=C(C=C1)[C@H](C)NC=1N=C(C2=C(N1)N(C(C=C2)=O)CC(C)CC)C)F 2-{[(1S)-1-{4-[(4,4-difluoropiperidin-1-yl)methyl]phenyl}ethyl]amino}-4-methyl-8-(2-ethylpropyl)pyrido[2,3-d]pyrimidin-7(8H)-one